O=C1NC2=C(N1CC1=CC=C(C=C1)[C@@H](CC)NC(C)=O)C=CC=C2 (R)-N-(1-(4-((2-oxo-2,3-dihydro-1H-benzo[d]imidazol-1-yl)methyl)phenyl)propyl)acetamide